3,5-dinitroortho-xylene [N+](=O)([O-])C1=C(C(=CC(=C1)[N+](=O)[O-])C)C